4-(((7s,4s)-4-((tert-butoxycarbonyl)amino)cyclohexyl)oxy)-2-methylthiazole-5-carboxylic acid C(C)(C)(C)OC(=O)NC1CCC(CC1)OC=1N=C(SC1C(=O)O)C